FC1=C(C=C(C=C1)OC)C(C)ON1C(C2=CC=CC=C2C1=O)=O 2-(1-(2-fluoro-5-methoxyphenyl)ethoxy)isoindoline-1,3-dione